C(C=C)O[SiH](C1=CC=CC=C1)C1=CC=CC=C1 allyloxy-diphenylsilane